(1R,5S)-3-(5-chloro-6-fluoro-8-(methylthio)-2,3-dihydroimidazo[1',2':1,2]pyrido[4,3-d]pyrimidin-10-yl)-3,8-diazabicyclo[3.2.1]octane-8-carboxylic acid tert-butyl ester C(C)(C)(C)OC(=O)N1[C@H]2CN(C[C@@H]1CC2)C=2C1=C(N=C(N2)SC)C(=C(N2C1=NCC2)Cl)F